4,5-dichloro-N-[(3S,6R)-6-{5-[2-(trifluoromethoxy)ethoxy]-1,3,4-oxadiazol-2-yl}piperidin-3-yl]pyridine-2-carboxamide ClC1=CC(=NC=C1Cl)C(=O)N[C@@H]1CN[C@H](CC1)C=1OC(=NN1)OCCOC(F)(F)F